3-(4-((12-((R)-3-(4-amino-3-(4-phenoxyphenyl)-1H-pyrazolo[3,4-d]pyrimidin-1-yl)piperidin-1-yl)dodecyl)thio)-1-oxoisoindoline-2-yl)piperidine-2,6-dione NC1=C2C(=NC=N1)N(N=C2C2=CC=C(C=C2)OC2=CC=CC=C2)[C@H]2CN(CCC2)CCCCCCCCCCCCSC2=C1CN(C(C1=CC=C2)=O)C2C(NC(CC2)=O)=O